BrC=1C2=C(SC1C(F)(F)P(O)(O)=O)C=CC(=C2)C(N[C@H](C)C=2N=NC=CC2)=O |o1:19| (R or S)-((3-bromo-5-((1-(pyridazin-3-yl)ethyl)carbamoyl)benzo[b]thiophen-2-yl)difluoromethyl)phosphonic acid